N1(N=CC=C1)C=1C=C(C=CC1)C1=CN=C2N1N=C(C(=C2)C=2C=NN(C2)C)OC2COC2 3-(3-(1H-Pyrazol-1-yl)phenyl)-7-(1-methyl-1H-pyrazol-4-yl)-6-(oxetan-3-yloxy)imidazo[1,2-b]pyridazine